6,7-dichloro-1-(2-isopropyl-4-(methylthio)pyridin-3-yl)pyrido[2,3-d]Pyrimidine-2,4(1H,3H)-dione ClC1=CC2=C(N(C(NC2=O)=O)C=2C(=NC=CC2SC)C(C)C)N=C1Cl